tert-butyl ((3S,4S)-3-amino-3'-methyl-2,3,4,5-tetrahydro-[1,1'-biphenyl]-4-yl)carbamate N[C@H]1CC(=CC[C@@H]1NC(OC(C)(C)C)=O)C1=CC(=CC=C1)C